CC1=NC(=CC(=C1)C=1N=C2N(C=CC=N2)C1C1=CC2=C(OCCN2)C=C1)C 6-(2-(2,6-Dimethylpyridin-4-yl)imidazo[1,2-a]pyrimidin-3-yl)-3,4-dihydro-2H-benzo[b][1,4]oxazine